C(C)C=1NC=2N(C(C1C)=O)N=CC2C=2C=NC=C(C2)C2=CC=C(C=C2)N2C(CCC2)=O 5-ethyl-6-methyl-3-(5-(4-(2-oxopyrrolidin-1-yl)phenyl)pyridin-3-yl)pyrazolo[1,5-a]pyrimidin-7(4H)-one